(S)-2-(2-(2-(methoxymethyl)isonicotinyl)-6-(3-methyl-1H-pyrrolo[2,3-b]pyridine-5-yl)-1,2,3,4-tetrahydroisoquinolin-8-yl)pyrrolidine-1-carboxylic acid tert-butyl ester C(C)(C)(C)OC(=O)N1[C@@H](CCC1)C=1C=C(C=C2CCN(CC12)CC1=CC(=NC=C1)COC)C=1C=C2C(=NC1)NC=C2C